COCCCOC1=CC=C2C=C(C(=CC2=C1)O)C=1N=NC(=CC1)N(C1CC(NC(C1)(C)C)(C)C)C 7-(3-Methoxypropoxy)-3-(6-(methyl-(2,2,6,6-tetramethylpiperidin-4-yl)amino)pyridazin-3-yl)naphthalin-2-ol